C(C)(=O)O[C@H]1[C@H](N(C[C@@H]1O)C(=O)OC(C)(C)C)CC1=CC=C(C=C1)Cl tert-butyl (2R,3S,4S)-3-(acetyloxy)-2-[(4-chlorophenyl) methyl]-4-hydroxypyrrolidine-1-carboxylate